ethylpiperazine-1-carboxylic acid tert-butyl ester C(C)(C)(C)OC(=O)N1C(CNCC1)CC